di(undecyl) phosphite P(OCCCCCCCCCCC)(OCCCCCCCCCCC)[O-]